C(C)(C)C=1C=C(C=CC1)NN1C=CC2=CC=3C(=NC2=C1)C=1N(N3)CC=NC1 N-(3-isopropylphenyl)pyrazino[1',6':1,5]pyrazolo[4,3-b][1,7]naphthyridin-10-amine